ClC=1CN(C(=CC1OCC1=NC=C(C=C1F)F)C)C1=CC(=NC=C1C)C1=NC(=NC=C1)C(C)(C)O (-)-3-chloro-4-((3,5-difluoropyridin-2-yl)methoxy)-2'-(2-(2-hydroxypropan-2-yl)pyrimidin-4-yl)-5',6-dimethyl-2H-[1,4'-bipyridine]